BrC1=CC2=C(C(OC(N2C)=O)=O)C=C1C 7-Bromo-1,6-dimethyl-2H-3,1-benzoxazine-2,4(1H)-dione